epoxyethylboric acid C(C)OB1OOO1